N-[[6-(3,3-dimethylbutyl)-6-azaspiro[2.5]octan-2-yl]methyl]imidazo[1,2-b]pyridazin-6-amine CC(CCN1CCC2(C(C2)CNC=2C=CC=3N(N2)C=CN3)CC1)(C)C